C(C1=CC=CC=C1)(C1=CC=CC=C1)(C1=CC=CC=C1)N1C=NC(=C1)C1=CN=C2C(NC=NN21)=O 7-(1-trityl-1H-imidazol-4-yl)imidazo[2,1-f][1,2,4]triazin-4(3H)-one